5-chloro-N2-(1-ethyl-1H-pyrazol-4-yl)-N4-(5-azaspiro[2.4]heptane-7-yl)-7H-pyrrolo[2,3-d]pyrimidine-2,4-diamine ClC1=CNC=2N=C(N=C(C21)NC2CNCC21CC1)NC=1C=NN(C1)CC